FC1=C(C=CC=C1OC)/C(/C(=O)OCC)=C/C (Z)-ethyl 2-(2-fluoro-3-methoxyphenyl)-2-butenoate